C(C)[C@]1(C(OCC=2C(N3CC=4C(=NC=5C=C(C(=C6C5C4[C@@](CC6)(C)COCCO)C)F)C3=CC21)=O)=O)O (1S,9S)-9-ethyl-5-fluoro-9-hydroxy-1-((2-hydroxyethoxy)methyl)-1,4-dimethyl-1,2,3,9,12,15-hexahydro-10H,13H-benzo[de]pyrano[3',4':6,7]indolizino[1,2-b]quinoline-10,13-dione